C(C)(=O)C=1C=C(C=C2C(N(C(=NC12)N1C[C@@H]2C([C@@H]2C1)NC(OC)=O)C)=O)C Methyl ((1R,5S,6s)-3-(8-acetyl-3,6-dimethyl-4-oxo-3,4-dihydroquinazolin-2-yl)-3-azabicyclo[3.1.0]hexan-6-yl)carbamate